(Imino((2S,5R)-7-oxo-6-(sulfooxy)-1,6-diazabicyclo[3.2.1]octan-2-yl)methyl)glycine N=C([C@H]1N2C(N([C@H](CC1)C2)OS(=O)(=O)O)=O)NCC(=O)O